P(=O)(O)(O)OC=1C(O)=CC=CC1 catechol-phosphate